1-(((S)-1-((R)-3-cyclohexyl-2-methylpropanoyl)-4-hydroxy-3,3-dimethylpiperidin-4-yl)methyl)-4-(2-fluorophenyl)-5-(piperazine-1-carbonyl)pyridin-2(1H)-one C1(CCCCC1)C[C@H](C(=O)N1CC([C@](CC1)(O)CN1C(C=C(C(=C1)C(=O)N1CCNCC1)C1=C(C=CC=C1)F)=O)(C)C)C